OC1=CC=C(C=C1)SSC1=CC=C(C=C1)O 4-[(4-hydroxyphenyl)disulfanyl]phenol